O=C1N2[C@H](OC13CCN(CC3)C3=CC=C(C=1N3N=CN1)C(=O)N)CC[C@H]2C2=CC=CC=C2 5-[(5'S,7a'R)-3'-oxo-5'-phenyltetrahydro-1H,3'H-spiro[piperidine-4,2'-pyrrolo[2,1-b][1,3]oxazol]-1-yl][1,2,4]triazolo[1,5-a]pyridine-8-carboxamide